4,6-dimethoxypyrimidin-2-amine COC1=NC(=NC(=C1)OC)N